(S)-3-(1'-((3-(1-methyl-1H-pyrazol-4-yl)phenyl)methyl-d2)-6-oxo-6,8-dihydro-2H,7H-spiro[furo[2,3-e]isoindole-3,4'-piperidin]-7-yl)piperidine-2,6-dione CN1N=CC(=C1)C=1C=C(C=CC1)C(N1CCC2(CC1)COC1=C3CN(C(C3=CC=C12)=O)[C@@H]1C(NC(CC1)=O)=O)([2H])[2H]